N-[2-[2-(azetidin-1-yl)ethylamino]-2-oxo-ethyl]-4-[[3-(2,3-difluoro-4-methoxy-phenyl)imidazo[1,2-a]pyrazin-8-yl]amino]-2-ethyl-benzamide N1(CCC1)CCNC(CNC(C1=C(C=C(C=C1)NC=1C=2N(C=CN1)C(=CN2)C2=C(C(=C(C=C2)OC)F)F)CC)=O)=O